OC=1C=C(NC1)C(=O)N 4-hydroxy-1H-pyrrole-2-carboxamide